CC1(CN(C1)C(=O)C=1C=CC(=C(C(=O)NC=2C3=C(SC2C(=O)NC2=CC(=C(C=C2)F)C(F)(F)F)C=C(C=C3)C(F)(F)F)C1)OC)C 3-(5-(3,3-dimethylazetidine-1-carbonyl)-2-methoxybenzamido)-N-(4-fluoro-3-(trifluoromethyl)phenyl)-6-(trifluoromethyl)benzo[b]thiophene-2-carboxamide